tert-butyl (E)-8-[1-bromo-3-[(1R,3R)-3-(tert-butoxycarbonylamino)-cyclohexyl]-8-chloro-imidazo-[1,5-a]pyrazin-5-yl]oct-7-enoate BrC=1N=C(N2C1C(=NC=C2/C=C/CCCCCC(=O)OC(C)(C)C)Cl)[C@H]2C[C@@H](CCC2)NC(=O)OC(C)(C)C